4-(4-bromoindolin-1-yl)-2-(difluoromethyl)-7-vinylpyrido[3,2-d]pyrimidine BrC1=C2CCN(C2=CC=C1)C=1C2=C(N=C(N1)C(F)F)C=C(C=N2)C=C